6-[4-nitro-3-(trifluoromethyl)-1H-pyrazol-1-yl]-2-azaspiro[3.3]heptane [N+](=O)([O-])C=1C(=NN(C1)C1CC2(CNC2)C1)C(F)(F)F